C(C=C)(=O)N1C[C@@H](N(CC1)C=1C2=C(N(C(N1)=O)C=1C(=NC=CC1S(=O)(=O)OC)C)N=C(C(=C2)F)C2=C(C=CC=C2O)F)C 4-((S)-4-acryloyl-2-methylpiperazin-1-yl)-6-fluoro-7-(2-fluoro-6-hydroxyphenyl)-1-(2-Methyl-4-(methylsulfo)pyridin-3-yl)pyrido[2,3-d]pyrimidin-2(1H)-one